C1(=CC(=CC=C1O)C)C=O p-cresol-formaldehyde